ethyl (1R,5S,6R)-3-methyl-3-azabicyclo[3.1.0]hexane-6-carboxylate CN1C[C@H]2C([C@H]2C1)C(=O)OCC